NCC1=CC=C(C=C1)C1=C(C(=CC=C1)C1=CC(=C(C=C1)N1C(N(CC1)C)=O)Cl)OC 4-(aminomethyl)-3''-chloro-2'-methoxy-4''-(3-methyl-2-oxoimidazolidin-1-yl)-[1,1':3',1''-terphenyl]